O=C1C(=C(C=NN1)N1[C@@H](CCC1)COCCC(=O)O)C(F)(F)F 3-[[(2S)-1-[6-oxo-5-(trifluoromethyl)-1,6-dihydropyridazin-4-yl]pyrrolidin-2-yl]methoxy]propanoic acid